O.[Li].ClC1=C(C=CC=C1)C1=C(C(=CC=C1)NC(CNC(C)C)=O)F N-(2'-chloro-2-fluoro-[1,1'-biphenyl]-3-yl)-2-(isopropylamino)acetamide lithium compound with water